BrC1=NN(C(=C1)C(=O)N(C)C1=C(C=C(C=C1C(=O)NC)Cl)Cl)C1=NC=CC=C1Cl 3-bromo-1-(3-chloropyridin-2-yl)-N-(2,4-dichloro-6-(methylaminoformyl)phenyl)-N-methyl-1H-pyrazole-5-carboxamide